4-(difluoromethyl)-6-(1H-imidazol-1-yl)-N-((1r,4r)-4-(2-methoxyethoxy)cyclohexyl)picolinamide FC(C1=CC(=NC(=C1)N1C=NC=C1)C(=O)NC1CCC(CC1)OCCOC)F